FC1=C(C=C(C=C1)C(C)C)C1=NC=2C=CNC(C2C(=C1)NC1=NC=C(C=C1)N1CCC(CC1)O)=O 2-(2-fluoro-5-isopropyl-phenyl)-4-[[5-(4-hydroxy-1-piperidyl)-2-pyridyl]amino]-6H-1,6-naphthyridin-5-one